[As]([O-])([O-])(O)=O.[As](O)(O)(O)=O.[As](O)(O)(O)=O.[Zn+2] zinc trisarsenate